1-[2-(aminomethyl)-3,3-difluoro-allyl]-4-[[3-(4-methylsulfonylphenyl)phenyl]methyl]tetrazol-5-one NCC(CN1N=NN(C1=O)CC1=CC(=CC=C1)C1=CC=C(C=C1)S(=O)(=O)C)=C(F)F